Tert-butyl (R)-(2-hydroxy-1-(4-(pyrimidin-2-yl)phenyl)ethyl)carbamate OC[C@@H](C1=CC=C(C=C1)C1=NC=CC=N1)NC(OC(C)(C)C)=O